HydroxyethylEthyleneDiamineTriacetic Acid C(CN(CC(=O)O)CC(=O)O)N(CCO)CC(=O)O